C(C)(C)(C)C=1C(=C(C=CC1)OP(OC1=C(C(=CC=C1)C(C)(C)C)C(C)(C)C)OC1=C(C(=CC=C1)C(C)(C)C)C(C)(C)C)C(C)(C)C tris-(di-tert-butylphenyl)phosphite